8-(2-methylpyridin-4-yl)-7-phenyl-[1,2,4]triazolo[4,3-c]pyrimidin-5-amine CC1=NC=CC(=C1)C=1C=2N(C(=NC1C1=CC=CC=C1)N)C=NN2